FC(C1=C(N)C=C(C(=C1)Cl)Cl)(F)F 2-trifluoromethyl-4,5-dichloroaniline